5-(3-(2,2-difluoroethyl)-2-methyl-3H-imidazo[4,5-b]pyridin-5-yl)-N-(trans-3-(4-methylpiperazin-1-yl)cyclobutyl)pyrrolo[2,1-f][1,2,4]triazin-2-amine FC(CN1C(=NC=2C1=NC(=CC2)C=2C=CN1N=C(N=CC12)N[C@@H]1C[C@H](C1)N1CCN(CC1)C)C)F